4-[[2-[methyl(methylsulfonyl)amino]benzoyl]amino]benzenesulfonyl chloride CN(C1=C(C(=O)NC2=CC=C(C=C2)S(=O)(=O)Cl)C=CC=C1)S(=O)(=O)C